N[C@H](C(=O)N(C)C1=CC=C(C=C1)OC)CC1=CC(=CC(=C1)F)F (S)-2-amino-3-(3,5-difluorophenyl)-N-(4-methoxyphenyl)-N-methylpropanamide